O1CC(C1)N1C=CC=2C1=NC(=CC2CN2CC1C(C2)COC1)C=1C=C2CN(C(C2=CC1)=O)C1C(NC(CC1)=O)=O 3-(5-(1-(oxetan-3-yl)-4-((tetrahydro-1H-furo[3,4-c]pyrrol-5(3H)-yl)methyl)-1H-pyrrolo[2,3-b]pyridin-6-yl)-1-oxoisoindolin-2-yl)piperidine-2,6-dione